benzyl (3S)-1-(2,2-dimethoxyeth-1-yl)-2,3,4,9-tetrahydro-beta-carboline-3-carboxylate COC(CC1N[C@@H](CC=2C3=CC=CC=C3NC12)C(=O)OCC1=CC=CC=C1)OC